7-[(3R)-3-ethylpiperazin-1-yl]-2-(2-methylimidazo[1,2-b]pyridazin-6-yl)pyrido[1,2-a]pyrimidin-4-one C(C)[C@@H]1CN(CCN1)C=1C=CC=2N(C(C=C(N2)C=2C=CC=3N(N2)C=C(N3)C)=O)C1